C(C)(C)(C)C1=CC(=NC=N1)C=1NC2=CC=C(C=C2C1)CC(C(=O)O)(C)C 3-(2-(6-(tert-Butyl)pyrimidin-4-yl)-1H-indol-5-yl)-2,2-dimethylpropanoic acid